tert-butyl 4-[1-(4-amino-2-fluoro-phenyl)-4-piperidinyl]-3,3-difluoro-piperidine-1-carboxylate NC1=CC(=C(C=C1)N1CCC(CC1)C1C(CN(CC1)C(=O)OC(C)(C)C)(F)F)F